ClC1=CC(=C(C=N1)C#CC1(COC1)O)N1CCC(CC1)(C)CO 3-((6-chloro-4-(4-(hydroxymethyl)-4-methylpiperidin-1-yl)pyridin-3-yl)ethynyl)oxetan-3-ol